benzyl (2S,3R)-2-((tert-butoxycarbonyl)amino)-3-hydroxy-3-(4-methoxyphenyl)propionate C(C)(C)(C)OC(=O)N[C@H](C(=O)OCC1=CC=CC=C1)[C@@H](C1=CC=C(C=C1)OC)O